O[SiH2]O dioxasilane